N[C@H](C(=O)O)[C@@H](C)C1=CC=CC2=CC=CC=C12 (2S,3S)-2-amino-3-(1-naphthyl)butanoic acid